OC=1C=C(C(=O)NC)C=CC1NCC#CC=1N(C2=CC=CC(=C2C1)NC1CCC(CC1)N(C)C)CC(F)(F)F 3-hydroxy-N-methyl-4-{[3-(4-{[(1R,4R)-4-(dimethylamino)cyclohexyl]amino}-1-(2,2,2-trifluoroethyl)-1H-indol-2-yl)prop-2-yn-1-yl]amino}benzamide